(3-methylcyclobutyl)methanamine CC1CC(C1)CN